2-(6,8-Dioxo-2,7-diazaspiro[4.5]dec-2-yl)pyrimidine-4-carboxylic acid methyl ester COC(=O)C1=NC(=NC=C1)N1CC2(CC1)C(NC(CC2)=O)=O